C(C)(C)(C)OC(=O)N1CCC(CC1)C=1C=C2C(=C(NC2=CC1)C1=CC(=NC=C1OCOC)C)CCO[Si](C)(C)C(C)(C)C 4-(3-(2-(tert-Butyldimethylsilanyloxy)ethyl)-2-(5-(methoxymethoxy)-2-methylpyridin-4-yl)-1H-indol-5-yl)piperidine-1-carboxylic acid tert-butyl ester